BrC=1C(=CC(=C(C(=O)N(C)OC)C1)F)F 5-bromo-2,4-difluoro-N-methoxy-N-methyl-benzamide